tert-Butyl (3R,7R)-9-(1-(6-bromopyridin-3-yl)ethyl)-3,7-dimethyl-10-oxo-3,4,7,8,9,10-hexahydropyrido[4',3':3,4]pyrazolo[1,5-a]pyrazine-2(1H)-carboxylate BrC1=CC=C(C=N1)C(C)N1C(C=2N([C@@H](C1)C)N=C1C2CN([C@@H](C1)C)C(=O)OC(C)(C)C)=O